BrC1=C(CC2(COC2)NC(OC(C)(C)C)=O)C=CC=C1 tert-butyl (3-(2-bromobenzyl)oxetan-3-yl)carbamate